1-(4-cyclopropyl-6-(hydroxyamino)pyrimidin-2-yl)-3-(3,4-dichlorophenyl)urea C1(CC1)C1=NC(=NC(=C1)NO)NC(=O)NC1=CC(=C(C=C1)Cl)Cl